C(C)(C)(C)C1=CC=CC=C1CC1=NC(=C2NC=NC2=N1)N 6-tert-butyl-benzyl-adenine